FC(C=1C=C(C=CC1)N1N=CC(=C1)C1=CC=C(C=C1)NS(=O)(=O)C)F N-(4-(1-(3-(difluoromethyl)phenyl)-1H-pyrazol-4-yl)phenyl)methanesulfonamide